BrC=1C(=C(C=CC1OC1=CC=NC2=CC(=C(C=C12)OC)OC)N1C(N(CC1=O)C=1C=NC=C(C1)C(F)(F)F)=O)C 3-{3-bromo-4-[(6,7-dimethoxy-4-quinolinyl)oxy]-2-methylphenyl}-1-[5-(trifluoromethyl)-3-pyridinyl]-2,4-imidazolidinedione